NC1=CC(=NC(=N1)C(F)F)NC1=NC=C(C(=O)NC)C(=C1)N[C@H](CF)C (S)-6-((6-amino-2-(difluoromethyl)pyrimidin-4-yl)amino)-4-((1-fluoropropane-2-yl)amino)-N-methylnicotinamide